CP(OC=1C(=NC(=CC1CC)CO)CC)([O-])=O (diethyl 6-(hydroxymethyl) pyridin-3-yl) methylphosphonate